3-(benzylsulfanyl)-5-(trifluoromethyl)benzonitrile C(C1=CC=CC=C1)SC=1C=C(C#N)C=C(C1)C(F)(F)F